C1(CC1)C=1C(=NC=C(C1)C(F)(F)F)N1CCNCC1 1-(3-cyclopropyl-5-(trifluoromethyl)pyridin-2-yl)piperazine